6-fluoro-N-((3R,4S)-3-((R)-2-methylmorpholino)chroman-4-yl)-2-(trifluoromethyl)-1-((2-(trimethylsilyl)ethoxy)methyl)-1H-benzo[d]imidazol-4-amine FC=1C=C(C2=C(N(C(=N2)C(F)(F)F)COCC[Si](C)(C)C)C1)N[C@@H]1[C@H](COC2=CC=CC=C12)N1C[C@H](OCC1)C